sodium (IX) monosulfate S(=O)(=O)([O-])[O-].[Na+9]